(((5S,7R)-7-methoxy-3-(5-(2-((4-methoxybenzyl)oxy)propan-2-yl)pyrazin-2-yl)-2-oxo-1-oxa-3-azaspiro[4.5]decan-7-yl)methyl)-1H-benzo[d]imidazole-6-carbonitrile CO[C@]1(C[C@]2(CN(C(O2)=O)C2=NC=C(N=C2)C(C)(C)OCC2=CC=C(C=C2)OC)CCC1)CN1C=NC2=C1C=C(C=C2)C#N